(3-buten-1-yl)(phenyl)methylene(cyclopentadienyl)(2,7-di-tert-butylfluorenyl)hafnium C(CC=C)C(=[Hf](C1=C(C=CC=2C3=CC=C(C=C3CC12)C(C)(C)C)C(C)(C)C)C1C=CC=C1)C1=CC=CC=C1